1H-pyrazole-4,5-dicarboxhydrazide N1N=CC(=C1C(=O)NN)C(=O)NN